[OH-].C1(CCCC1)N1CN(C=C1)C1CCCC1 1,3-dicyclopentyl-imidazole hydroxide